BrC1=CC=C(C=N1)N(C(OC(C)(C)C)=O)C tert-butyl N-(6-bromo-3-pyridyl)-N-methyl-carbamate